6-methyl-5-((1-methyl-8-(pyridin-3-yl)-1H-pyrazolo[3,4-d]pyrrolo[1,2-b]pyridazin-3-yl)amino)-N-(2-morpholinoethyl)nicotinamide CC1=NC=C(C(=O)NCCN2CCOCC2)C=C1NC1=NN(C=2C=3N(N=CC21)C=C(C3)C=3C=NC=CC3)C